ClC1=CC=C(CN2C(=NC=3N(C(N(C(C23)=O)CCCO)=O)C(C)C)C2(CCC(CC2)C(F)(F)F)F)C=C1 7-(4-chlorobenzyl)-8-(1-fluoro-4-(trifluoromethyl)cyclohexyl)-1-(3-hydroxypropyl)-3-isopropyl-3,7-dihydro-1H-purine-2,6-dione